FC(C1=C(C=CC=C1)S)(F)F 2-(Trifluoromethyl)benzenethiol